C[C@@H]1C[C@@H]2[C@H](CN1)N(CC2)C(=O)[O-] (3aR,5R,7aR)-5-methyloctahydro-1H-pyrrolo[2,3-c]pyridine-1-carboxylate